CN([C@]1(CN2C3=C(C=CC=C3C1)C=C2)C)C (R)-N,N,5-trimethyl-5,6-dihydro-4H-pyrrolo[3,2,1-ij]quinolin-5-amine